(S)-N-(5-(2-amino-[1,2,4]triazolo[1,5-a]pyridin-6-yl)-2-fluorophenyl)-3-phenylisoxazolidine-2-carboxamide NC1=NN2C(C=CC(=C2)C=2C=CC(=C(C2)NC(=O)N2OCC[C@H]2C2=CC=CC=C2)F)=N1